C(C)N(C1=CC(=CC=C1)C)CC diethyl-meta-toluidine